7-(((1S,3R)-3-hydroxycyclopentyl)amino)-1-(isopropylamino)-2,6-naphthyridine-3-carbonitrile O[C@H]1C[C@H](CC1)NC1=NC=C2C=C(N=C(C2=C1)NC(C)C)C#N